C(C)(=O)N(N(C(=O)C1=CC=2C3=C(C(=NC2C=C1)N)C=NN3C)CC3=C(C=C(C=C3F)C=3C=NN(C3)C)F)C N'-acetyl-4-amino-N-(2,6-difluoro-4-(1-methyl-1H-pyrazol-4-yl)benzyl)-N',1-dimethyl-1H-pyrazolo[4,3-c]quinoline-8-carbohydrazide